((3R,4R)-4-(((6-(ethyl(2-fluoro-4-(trifluoromethyl)benzyl)amino)-5-fluoropyrimidin-4-yl)amino)methyl)-3-hydroxypiperidin-1-yl)acetamide C(C)N(C1=C(C(=NC=N1)NC[C@@H]1[C@H](CN(CC1)CC(=O)N)O)F)CC1=C(C=C(C=C1)C(F)(F)F)F